fluorodecanoylglycine FCCCCCCCCCC(=O)NCC(=O)O